6-[2,6-bis(benzyloxy)pyridin-3-yl]-3,4-dihydro-1H-isoquinoline-2-carboxylic acid tert-butyl ester C(C)(C)(C)OC(=O)N1CC2=CC=C(C=C2CC1)C=1C(=NC(=CC1)OCC1=CC=CC=C1)OCC1=CC=CC=C1